tert-butyl (6S,7S)-6-((2,3'-difluoro-[1,1'-biphenyl]-3-yl)methyl)-7-(methylsulfonamido)-5-azaspiro[2.4]heptane-5-carboxylate FC1=C(C=CC=C1C[C@@H]1N(CC2(CC2)[C@@H]1NS(=O)(=O)C)C(=O)OC(C)(C)C)C1=CC(=CC=C1)F